C(C)(C)(C)N1CC(CC1)C t-butyl-3-methylpyrrolidine